N-[3-fluoro-4-[[6-(2-morpholin-4-ylethoxy)-1,5-naphthyridin-4-yl]oxy]phenyl]-5-(4-fluorophenyl)-4-hydroxy-2,6-dimethylpyridine-3-carboxamide FC=1C=C(C=CC1OC1=CC=NC2=CC=C(N=C12)OCCN1CCOCC1)NC(=O)C=1C(=NC(=C(C1O)C1=CC=C(C=C1)F)C)C